C(C)(=O)N1C2(CC(C2)C2CCC2)C(N(C1=O)C1=CN=CC2=CC=CC=C12)=O 5-acetyl-2-cyclobutyl-7-(isoquinolin-4-yl)-5,7-diazaspiro[3.4]octane-6,8-dione